2-cyano-N-cyclopentyl-2'-(trifluoromethyl)-[3,4'-bipyridine]-5-carboxamide C(#N)C1=NC=C(C=C1C1=CC(=NC=C1)C(F)(F)F)C(=O)NC1CCCC1